6-cyclopropyl-2-(ethylthio)-3-(5-(2,2,3,3,3-pentafluoropropoxy)pyrazin-2-yl)pyrazolo[1,5-a]pyrimidine C1(CC1)C=1C=NC=2N(C1)N=C(C2C2=NC=C(N=C2)OCC(C(F)(F)F)(F)F)SCC